1-trifluoromethyl-4,5-dicyano-imidazole lithium [Li].FC(N1C=NC(=C1C#N)C#N)(F)F